2-(2-furyl)-1-(2-p-bromophenylethynyl)-1H-benzimidazole O1C(=CC=C1)C1=NC2=C(N1C#CC1=CC=C(C=C1)Br)C=CC=C2